4-[(4-cyclohexylphenyl)amino]-2-[2-(hydroxymethyl)morpholin-4-yl]-6-(propan-2-yl)-5,6-dihydro-7H-pyrrolo[3,4-d]pyrimidin-7-one C1(CCCCC1)C1=CC=C(C=C1)NC=1C2=C(N=C(N1)N1CC(OCC1)CO)C(N(C2)C(C)C)=O